(1r,2s)-5'-methoxy-2-{3-[(3-methoxy-1,5-naphthyridin-2-yl)amino]-1H-indazol-6-yl}spiro[cyclopropane-1,3'-indol]-2'(1'H)-one COC=1C=C2[C@]3(C(NC2=CC1)=O)[C@@H](C3)C3=CC=C1C(=NNC1=C3)NC3=NC1=CC=CN=C1C=C3OC